C(C)(C)C=1N(C=2C(=NC=C(N2)C=O)N1)C 2-isopropyl-3-methyl-imidazo[4,5-b]pyrazine-5-carbaldehyde